FC1=CC=C(COC=2C=C(C(=NC2)N2C[C@@H](CC2)O)F)C=C1 (R)-1-(5-((4-fluorobenzyl)oxy)-3-fluoropyridin-2-yl)pyrrolidin-3-ol